N-(4-(8-amino-3,5-dimethylimidazo[1,5-a]pyrazin-1-yl)-3-fluorophenyl)-2-(3-chlorophenyl)-2-hydroxy-acetamide NC=1C=2N(C(=CN1)C)C(=NC2C2=C(C=C(C=C2)NC(C(O)C2=CC(=CC=C2)Cl)=O)F)C